C(#N)[C@@H](C[C@@H]1C(NCC1)=O)NC(=O)[C@@H]1N([C@H]2CC([C@@H]1CC2)(F)F)C([C@@H](NC(C(F)(F)F)=O)CC(C)C)=O (1R,3R,4R)-N-((R)-1-cyano-2-((R)-2-oxopyrrolidin-3-yl)ethyl)-5,5-difluoro-2-((2,2,2-trifluoroacetyl)-L-leucyl)-2-azabicyclo[2.2.2]octane-3-carboxamide